FC1=CC=C(OCC=O)C=C1 2-(4-fluorophenoxy)ethan-1-one